dibenzo[C,E][1,2]-azaborinin-6(5H)-ol C1=CC=CC2=C1C1=C(B(N2)O)C=CC=C1